C1(CC1)S(=O)(=O)NC1=NC=CC(=N1)C(C(=O)NC1=CC=C(C=C1)C=1C=NC=C(C1)OCC)(C)C 2-(2-(cyclopropanesulfonamido)pyrimidin-4-yl)-N-(4-(5-ethoxypyridin-3-yl)phenyl)-2-methylpropanamide